6-((1-acryloyl-3-(2,3-dichloro-6-fluorophenyl)azetidin-3-yl)amino)-3-cyclopropyl-8-fluoroquinazolin-4(3H)-one C(C=C)(=O)N1CC(C1)(C1=C(C(=CC=C1F)Cl)Cl)NC=1C=C2C(N(C=NC2=C(C1)F)C1CC1)=O